2-(4-methoxyphenyl)thioacetamide COC1=CC=C(C=C1)CC(=S)N